(S)-1'-(5-(phenethylthio)pyrazin-2-yl)-1,3-dihydrospiro[indene-2,4'-piperidin]-1-amine C(CC1=CC=CC=C1)SC=1N=CC(=NC1)N1CCC2(CC1)[C@@H](C1=CC=CC=C1C2)N